3-(3,4,5-trifluorophenoxy)cyclobutylamine hydrochloride Cl.FC=1C=C(OC2CC(C2)N)C=C(C1F)F